ClC1=C(C(=O)C=2C=NN(C2C2=C(C(=NN2C)C)C(=O)[O-])CC)C=CC(=C1COCC(F)(F)F)S(=O)(=O)C 4-{2-Chloro-4-(methylsulfonyl)-3-[(2,2,2-trifluoroethoxy)methyl]benzoyl}-1-ethyl-1H-pyrazol-5-yl-1,3-dimethyl-1H-pyrazole-4-carboxylate